COC(=O)C1(NC=C2[C@@H]3C([C@H](CC2=C1)C3)(C)C)C=3SC=CC3 (6S,8S)-7,7-dimethyl-3-(thiophene-2-yl)-5,6,7,8-tetrahydro-6,8-methyleneisoquinoline-3-carboxylic acid methyl ester